CC(C(C)(C1=CC=CC=C1)C)(C)C1=CC=CC=C1 Dimethyl-Diphenylbutane